o-methylsulfonyl-pyridine CS(=O)(=O)C1=NC=CC=C1